FC(OC=1C(N(C=CC1)C=1C=NC(=CC1)N[C@@H]1C[C@H](CC1)NC=1SC2=NC=CC=C2N1)=O)F 3-(Difluoromethoxy)-6'-(((1S,3S)-3-(thiazolo[5,4-b]pyridin-2-ylamino)cyclopentyl)amino)-2H-[1,3'-bipyridin]-2-one